ClC=1C(=CC(=C(CN[C@](C(=O)O)(CO)C)C1)OCC=1C=NC=C(C1)C#N)OCC=1C(=C(C=CC1)C1=C(C(=CC=C1)C1=CC=C(C=C1)C=O)C)C (S)-2-((5-chloro-2-((5-cyanopyridin-3-yl)methoxy)-4-((4''-formyl-2,2'-dimethyl-[1,1':3',1''-terphenyl]-3-yl)methoxy)benzyl)amino)-3-hydroxy-2-methylpropanoic acid